(8-amino-5-(2-chloro-5-fluorophenyl)-2-carbonyl-2,3,4,5-tetrahydro-1H-benzo[d]azepin-6-yl)-3-fluoro-5-(trifluoromethyl)benzamide NC=1C=C(C2=C(CC(NCC2C2=C(C=CC(=C2)F)Cl)=C=O)C1)C1=C(C(=O)N)C=C(C=C1F)C(F)(F)F